COC=1C(=NC=C(N1)C(F)(F)F)CC1CC2(CNC2)C1 6-[[3-methoxy-5-(trifluoromethyl)pyrazin-2-yl]methyl]-2-azaspiro[3.3]heptane